bromo-triazolecarboxylic acid BrC1=C(N=NN1)C(=O)O